N-(4-([1,2,4]triazolo[1,5-a]pyridin-7-yloxy)-3-methylphenyl)-5-((3,3-difluoro-1-methylpiperidin-4-yl)oxy)-7-((tetrahydrofuran-3-yl)oxy)quinazolin-4-amine N=1C=NN2C1C=C(C=C2)OC2=C(C=C(C=C2)NC2=NC=NC1=CC(=CC(=C21)OC2C(CN(CC2)C)(F)F)OC2COCC2)C